bicycloprop-2-yl C1C(C1)C1CC1